BrC=1N=C2C(=NC1)N(CC2(C)C)C2CCCC2 2-Bromo-5-cyclopentyl-7,7-dimethyl-6,7-dihydro-5H-pyrrolo[2,3-b]pyrazine